COC1=CC2=C(C=N1)N=C(N2)C2=C(C=1C(NC2=O)=CN(N1)C)N[C@@H](C(C)C)C1=NC=CC=N1 |o1:23| (S*)-6-(6-methoxy-1H-imidazo[4,5-c]pyridin-2-yl)-2-methyl-7-((2-methyl-1-(pyrimidin-2-yl)propyl)amino)-2H-pyrazolo[4,3-b]pyridin-5(4H)-one